methyl (R)-4-(4-amino-4-oxo-2-tetradecanamidobutanamido)-2,2-dimethylbutanoate NC(C[C@H](C(=O)NCCC(C(=O)OC)(C)C)NC(CCCCCCCCCCCCC)=O)=O